C1C(CC12OCCO2)C2=C(C=C1C(=NN(C1=C2)C)N2C(NC(CC2)=O)=O)F 1-[6-(5,8-dioxaspiro[3.4]octan-2-yl)-5-fluoro-1-methyl-indazol-3-yl]hexahydropyrimidine-2,4-dione